methyl (3Z)-3-[[4-[methyl-[2-(4-methylpiperazin-1-yl)acetyl]amino]anilino]-phenyl-methylene]-2-oxo-indoline-6-carboxylate CN(C1=CC=C(N\C(=C\2/C(NC3=CC(=CC=C23)C(=O)OC)=O)\C2=CC=CC=C2)C=C1)C(CN1CCN(CC1)C)=O